(S)-(7-((4-hydroxy-4-methylpent-2-yn-1-yl)oxy)-5-methyl-4-oxo-2,3,4,5-tetrahydrobenzo[b][1,4]oxazepin-3-yl)carbamic acid tert-butyl ester C(C)(C)(C)OC(N[C@@H]1C(N(C2=C(OC1)C=CC(=C2)OCC#CC(C)(C)O)C)=O)=O